5-(2-methyl-4-nitrophenyl)oxazole CC1=C(C=CC(=C1)[N+](=O)[O-])C1=CN=CO1